(4-amino-1,3-dihydrofuro[3,4-c][1,7]naphthyridin-8-yl)-[(3S)-3-[5-(trifluoromethyl)pyrazin-2-yl]morpholin-4-yl]methanone NC1=NC=2C=NC(=CC2C2=C1COC2)C(=O)N2[C@H](COCC2)C2=NC=C(N=C2)C(F)(F)F